C(C)(C)(C)C=1C=C(N(N1)C1=CC=C(C=C1)C)NC(=O)NC1=CC=C(C2=CC=CC=C12)CCC(C)(C)N1CCOCC1 1-[5-tert-butyl-2-p-tolyl-2H-pyrazol-3-yl]-3-[4-(3-(morpholin-4-yl)-3,3-dimethylpropan-1-yl)naphthalen-1-yl]-urea